1-(4-((trimethylsilyl)ethynyl)phenyl)prop-2-en-1-ol C[Si](C)(C)C#CC1=CC=C(C=C1)C(C=C)O